3-(3-methyl-2-oxo-4-vinyl-benzimidazol-1-yl)piperidine-2,6-dione CN1C(N(C2=C1C(=CC=C2)C=C)C2C(NC(CC2)=O)=O)=O